N-(4-methoxy-2-methylphenyl)-7-(p-tolyl)pyrazolo[1,5-a]pyrimidine COC1=CC(=C(C=C1)N1CC=C2N1C(=CC=N2)C2=CC=C(C=C2)C)C